3-(pyren-1-yl)-9H-carbazole-1,2,4,5,6,7,8-d7 C1(=CC=C2C=CC3=CC=CC4=CC=C1C2=C34)C3=C(C(=C4NC2=C(C(=C(C(=C2C4=C3[2H])[2H])[2H])[2H])[2H])[2H])[2H]